8-[4-(4-cyanophenyl)phenoxy]octyl 2,5-bis[[4-[2-[4-(6-hydroxyhexoxy)phenyl]ethynyl]benzoyl]oxy]-benzoate OCCCCCCOC1=CC=C(C=C1)C#CC1=CC=C(C(=O)OC2=C(C(=O)OCCCCCCCCOC3=CC=C(C=C3)C3=CC=C(C=C3)C#N)C=C(C=C2)OC(C2=CC=C(C=C2)C#CC2=CC=C(C=C2)OCCCCCCO)=O)C=C1